5E-5-[(2-Aminoethoxy)imino]-5-[4-(trifluoromethyl)-phenyl]pentan-1-ol NCCO\N=C(/CCCCO)\C1=CC=C(C=C1)C(F)(F)F